ClC1=CC(=C(C=C1Cl)C1=CC2CCC(C1)N2C(=O)OC(C)(C)C)OC tert-butyl 3-(4,5-dichloro-2-methoxyphenyl)-8-azabicyclo[3.2.1]oct-2-ene-8-carboxylate